6-[3-benzyl-5-(6-methyl-2-pyridyl)triazol-4-yl]-3-(1,4-diazepan-1-yl)quinoline C(C1=CC=CC=C1)N1N=NC(=C1C=1C=C2C=C(C=NC2=CC1)N1CCNCCC1)C1=NC(=CC=C1)C